2-hydroxy-3-isopropyl-malic acid OC(C(=O)O)(O)C(C(=O)O)C(C)C